(3,6-dihydro-2H-pyran-4-yl)-4-((2-fluoro-[1,1'-biphenyl]-4-yl)amino)-6-isopropyl-5,6-dihydro-7H-pyrrolo[3,4-d]pyrimidin-7-one O1CCC(=CC1)C=1N=C(C2=C(N1)C(N(C2)C(C)C)=O)NC2=CC(=C(C=C2)C2=CC=CC=C2)F